5-ethylsulfonyl-2-methoxybenzamide C(C)S(=O)(=O)C=1C=CC(=C(C(=O)N)C1)OC